1-(2-ethoxy-5-fluoro-4-pyridyl)-7-fluoro-3,3-dimethyl-N-(4-methyl-1,1-dioxo-thian-4-yl)-2-oxo-indoline-5-carboxamide C(C)OC1=NC=C(C(=C1)N1C(C(C2=CC(=CC(=C12)F)C(=O)NC1(CCS(CC1)(=O)=O)C)(C)C)=O)F